CCCCCCCCCCCCC(C(=O)[O-])C(=O)SCCNC(=O)CCNC(=O)[C@@H](C(C)(C)COP(=O)([O-])OP(=O)([O-])OC[C@@H]1[C@H]([C@H]([C@@H](O1)N2C=NC3=C(N=CN=C32)N)O)OP(=O)([O-])[O-])O The molecule is a 2-carboxyacyl CoA(5-) arising from deprotonation of phosphate, diphosphate and carboxylic acid functions of 2-carboxymyristoyl-CoA; major species at pH 7.3. It is a conjugate base of a 2-carboxymyristoyl-CoA.